[Si](C)(C)(C(C)(C)C)OCCOCCN1C(N(C(C1)=O)C)=O 1-(2-(2-((tert-butyldimethylsilyl)oxy)ethoxy)ethyl)-3-methylimidazolidine-2,4-dione